FC1=C(C=CC=C1)N1CCN(CC1)CC1OCC2=CC(=C(C=C2C1=O)OC)OC 3-((4-(2-fluorophenyl)piperazin-1-yl)methyl)-6,7-dimethoxyisochroman-4-one